2-hydroxy-N'-((1-methyl-1H-pyrazol-4-yl)methylene)benzoyl-hydrazine OC1=C(C(=O)NN=CC=2C=NN(C2)C)C=CC=C1